ClC=1C=C(C=CC1F)NC(N(CC=1C2=C(NN1)CCC2)C2=NOC=C2)=O (3-Chloro-4-fluorophenyl)-1-(isoxazol-3-yl)-1-((1,4,5,6-tetrahydrocyclopenta[c]pyrazol-3-yl)methyl)urea